α-benzoyl-cinnamic acid C(C1=CC=CC=C1)(=O)C(C(=O)O)=CC1=CC=CC=C1